FC1=C(C=CC(=C1F)OC1(CCC1)C)NC=1C2=C(N=CN1)C=CC(=N2)O[C@@H]2CN(CC2)C(C=C)=O (S)-1-(3-((4-((2,3-Difluoro-4-(1-methylcyclobutoxy)phenyl)amino)pyrido[3,2-d]pyrimidin-6-yl)oxy)pyrrolidin-1-yl)prop-2-en-1-one